2-(2-methoxypropan-2-yl)cyclobutan-1-ol COC(C)(C)C1C(CC1)O